BrC=1C=C2C=C([C@H](OC2=C(C1)C)C(F)(F)F)C(=O)O (S)-6-bromo-8-methyl-2-(trifluoromethyl)-2H-chromene-3-carboxylic acid